barium bis(trifluoromethanesulfonyl)imide [N-](S(=O)(=O)C(F)(F)F)S(=O)(=O)C(F)(F)F.[Ba+2].[N-](S(=O)(=O)C(F)(F)F)S(=O)(=O)C(F)(F)F